(R)-2-((R)-2-amino-3-phenylalanyl)-4-methylpentanamide dihydrochloride Cl.Cl.NC(N)(CC1=CC=CC=C1)C(=O)[C@H](C(=O)N)CC(C)C